Cl.C(C1=CC=CC=C1)C1=NNC(=N1)C1=CC=C(C=C1)NC(C1=CC(=CC=C1)CN1CCS(CC1)(=O)=O)=O N-[4-(3-Benzyl-1H-1,2,4-triazol-5-yl)phenyl]-3-[(1,1-dioxo-1,4-thiazinan-4-yl)methyl]benzamide HCl salt